2,5,8-trimethyl-1,4,7-triazacyclononane CC1NCC(NCC(NC1)C)C